2-amino-2-norcamphenecarboxylic acid NC=1C2(CCC(C1)C2)C(=O)O